methyl (2S)-6-[[(1r,3r)-3-(methoxycarbonyl) cyclohexyl] amino]-2-methyl-5-nitro-1,2,3,4-tetrahydroquinoline-1-carboxylate COC(=O)[C@H]1C[C@@H](CCC1)NC=1C(=C2CC[C@@H](N(C2=CC1)C(=O)OC)C)[N+](=O)[O-]